FC1=CC=C(C=N1)NC(OC(C)(C)C)=O tert-Butyl (6-fluoropyridin-3-yl)carbamate